((R)-6-(4-(trifluoromethyl)phenyl)-2-azaspiro[3.4]octan-2-yl)methanon FC(C1=CC=C(C=C1)[C@H]1CC2(CN(C2)C=O)CC1)(F)F